CC=1SC(=C(N1)C1=CC=CC=C1)OC1=CC(=NC=C1)NC1=CC=C(C(=O)O)C=C1 4-((4-((2-methyl-4-phenylthiazol-5-yl)oxy)pyridin-2-yl)amino)benzoic acid